FC1(N(C(C(C1(F)F)(F)F)(F)F)C(C(C1OC(CC1)C(C(C(F)(F)F)F)(F)F)(F)F)F)F 2,2,3,3,4,4,5,5-octafluoro-1-(1,2,2-trifluoro-2-(5-(1,1,2,3,3,3-hexafluoropropyl)tetrahydrofuran-2-yl)ethyl)pyrrolidine